methyl 2-[1-(2-chloro-1,3-thiazol-5-yl)-1H-pyrazol-4-yl]acetate ClC=1SC(=CN1)N1N=CC(=C1)CC(=O)OC